CC\C=C/CCCCCCCCCCCCC (Z)-3-heptadecene